Methoxyacetic acid, tetradecyl ester COCC(=O)OCCCCCCCCCCCCCC